CS=C(C#CC(C)(C)N(C)CCOCC1=CC(=C(C=C1)OC)OC)[O-] S-Methyl-4-[2-[(3,4-dimethoxyphenyl)methoxy]ethyl-methyl-amino]-4-methyl-pent-2-ynethioat